tert-butyl (Z)-(3-fluoro-4-((3-(pent-4-yn-1-yloxy)phenyl)thio)but-2-en-1-yl)carbamate F\C(=C/CNC(OC(C)(C)C)=O)\CSC1=CC(=CC=C1)OCCCC#C